NC=1C(=NC(=CN1)C1=C(C=C(C=C1)NC(C(O)C1=CC(=CC(=C1)F)F)=O)C)C(=O)NC1COC1 3-amino-6-(4-(2-(3,5-difluorophenyl)-2-hydroxyacetamido)-2-methylphenyl)-N-(oxetan-3-yl)pyrazine-2-carboxamide